C(C)(C)(C)OOC1=C(C=CC=C1)C(C)C tertbutyl-peroxy-isopropylbenzene